(E)-11-hexadecenol C(CCCCCCCCC\C=C\CCCC)O